(3,4-dihydro-3,5-dimethyl-1(2H)-quinolinyl)[2-methoxy-5-[3-(1-methylethyl)-1H-1,2,4-triazol-1-yl]phenyl]methanone CC1CN(C2=CC=CC(=C2C1)C)C(=O)C1=C(C=CC(=C1)N1N=C(N=C1)C(C)C)OC